bis(2,6-diethoxybenzoyl)(1-methylpropan-1-yl)phosphine oxide C(C)OC1=C(C(=O)P(C(CC)C)(C(C2=C(C=CC=C2OCC)OCC)=O)=O)C(=CC=C1)OCC